(S)-1-amino-2-(1-(tert-butoxycarbonyl)pyrrolidin-2-yl)-4-(4-((4-methylpyridin-2-yl)carbamoyl)phenyl)-1H-imidazole-5-carboxylic acid NN1C(=NC(=C1C(=O)O)C1=CC=C(C=C1)C(NC1=NC=CC(=C1)C)=O)[C@H]1N(CCC1)C(=O)OC(C)(C)C